BrC1=C(N=C(N=N1)NC(=O)N1CCC(CC1)N1CCCCC1)C=1OC(=CC1)C N-(6-bromo-5-(5-methylfuran-2-yl)1,2,4-triazin-3-yl)-[1,4'-bipiperidin]-1'-carboxamide